ethyl 9-[(E)-N-[(R)-tert-butylsulfinyl]-C-methyl-carbonimidoyl]-2-morpholino-4-oxo-pyrido[1,2-a]pyrimidine-7-carboxylate C(C)(C)(C)[S@@](=O)\N=C(/C)\C1=CC(=CN2C1=NC(=CC2=O)N2CCOCC2)C(=O)OCC